COC1=C(C=C(C(=C1)CCCC(F)(F)F)OC)CC(C)NC(OCC1=CC=CC=C1)=O benzyl (1-(2,5-dimethoxy-4-(4,4,4-trifluorobutyl)phenyl)propan-2-yl)carbamate